COC1=CC=C(C=C1)C=CC(=O)N(C1CSCC1)C1=NC=CC=C1 3-(4-methoxyphenyl)-N-(2-pyridyl)-N-tetrahydrothiophen-3-yl-prop-2-enamide